C1(=CC=CC=C1)S(=O)(=O)SCC1CN(C1)C(=O)OC(C)(C)C tert-butyl 3-(((phenylsulfonyl)thio)methyl)azetidine-1-carboxylate